N1C=NC2=C1C=CC=C2N2CC(C2)(C#N)C 1-(1H-benzo[d]imidazol-4-yl)-3-methylazetidine-3-carbonitrile